2-((1,1-difluoroethyl)-4-fluorophenyl)benzo[b]thiophene-6-carboxylic acid methyl ester COC(=O)C=1C=CC2=C(SC(=C2)C2=C(C=C(C=C2)F)C(C)(F)F)C1